4-chloro-2-(1-cyclopropyl-1H-pyrazol-4-yl)-1-p-toluenesulfonyl-1H-pyrrole ClC=1C=C(N(C1)S(=O)(=O)C1=CC=C(C)C=C1)C=1C=NN(C1)C1CC1